C1(=CC=CC2=CC=CC=C12)S(=O)(=O)ON=C(C(F)(F)F)C1=C(C=C(C=C1)C)C 2,2,2-trifluoro-1-(2,4-dimethylphenyl)ethanone O-(1-naphthylsulfonyl)oxime